(5-(2-fluoro-6-methoxyphenyl)-1H-pyrazolo[3,4-c]pyridin-3-yl)-3-morpholinylbenzamide FC1=C(C(=CC=C1)OC)C=1C=C2C(=CN1)NN=C2C2=C(C(=O)N)C=CC=C2N2CCOCC2